6-(3H-[1,2,3]triazolo[4,5-b]pyridin-6-yl)-4-(6-chloroindolin-1-yl)quinazoline N1=NNC2=NC=C(C=C21)C=2C=C1C(=NC=NC1=CC2)N2CCC1=CC=C(C=C21)Cl